[1,1'-biphenyl]-3,3'-dicarboxylic acid C1(=CC(=CC=C1)C(=O)O)C1=CC(=CC=C1)C(=O)O